C(C)N(C1=CC2=C(C=C(C(O2)=O)/C=C/C(=O)NC2=C(C=CC=C2)OC)C=C1)CC (E)-3-(7-(diethylamino)-2-oxo-2H-benzopyran-3-yl)-N-(2-methoxyphenyl)acrylamide